[Cl-].[Cl-].[Si](C)(C)(C(C)(C)C)C1(C=CC=C1)[Zr+2]C1(C=CC=C1)[Si](C)(C)C(C)(C)C bis[(tert-butyldimethylsilyl)cyclopentadienyl]zirconium dichloride